1,3-diamino-cyclobutane NC1CC(C1)N